(2S,4R)-1-[(2S)-2-amino-3-methyl-butanoyl]-4-hydroxy-N-[(1R)-2-hydroxy-1-[4-(2-pyridyl)phenyl]ethyl]pyrrolidine-2-carboxamide N[C@H](C(=O)N1[C@@H](C[C@H](C1)O)C(=O)N[C@@H](CO)C1=CC=C(C=C1)C1=NC=CC=C1)C(C)C